S1C(=CC=C1)C(=O)NC=1C=C2C(=CNC2=CC1)C1CCN(CC1)C(CC)CC 5-(2-thienoyl)amino-3-(1-(3-pentyl)piperidin-4-yl)-1H-indole